tert-butyl 4-[[(6R,7aS)-6-(2,3-dichloro-6-methoxyphenyl)-3-oxo-tetrahydro-1H-pyrrolo[1,2-c][1,3]oxazol-1-yl]methyl]piperazine-1-carboxylate ClC1=C(C(=CC=C1Cl)OC)[C@H]1C[C@@H]2N(C(OC2CN2CCN(CC2)C(=O)OC(C)(C)C)=O)C1